C(C=C)(=O)N1CCN(CC1)C1=C(C=NC2=CC(=C(C=C12)Cl)C1=C(C=CC=C1)F)C#N 4-(4-acryloylpiperazin-1-yl)-6-chloro-7-(2-fluorophenyl)quinoline-3-carbonitrile